N-(2-chloroethyl)-2',6'-dimethoxy-2-methyl-[1,1'-biphenyl]-4-sulfonamide ClCCNS(=O)(=O)C1=CC(=C(C=C1)C1=C(C=CC=C1OC)OC)C